(2S,5R)-5-(2-chlorophenyl)-1-(3'-((E)-N'-hydroxycarbamimidoyl)biphenylcarbonyl)pyrrolidine-2-carboxylic acid methyl ester COC(=O)[C@H]1N([C@H](CC1)C1=C(C=CC=C1)Cl)C(=O)C=1C(=CC=CC1)C1=CC(=CC=C1)\C(\N)=N/O